N,N-di-tert-butoxycarbonyl-1H-pyrazole-1-carboxamidine C(C)(C)(C)OC(=O)N(C(=N)N1N=CC=C1)C(=O)OC(C)(C)C